ClC1=C(C(=C(C=N1)C=C=O)C)F (6-chloro-5-fluoro-4-methylpyridin-3-yl)ketene